4-[1-(3-(trifluoromethyl)benzoyl)-2,3-dihydro-1H-pyrrolo[2,3-c]pyridine-4-yl]benzonitrile FC(C=1C=C(C(=O)N2CCC=3C2=CN=CC3C3=CC=C(C#N)C=C3)C=CC1)(F)F